3,3-dimethyldiphenylpropane CC(C(C)(C1=CC=CC=C1)C1=CC=CC=C1)C